C(C1=CC=CC=C1)OCCCCCOCCOCCNC=1C(=C(C(=O)NC=2SC(=C(N2)C)C)C=CC1)C 3-((2-(2-((5-(benzyloxy)pentyl)oxy)ethoxy)ethyl)amino)-N-(4,5-dimethylthiazol-2-yl)-2-methylbenzamide